(Z)-2-(2-chloro-1-(3-methoxyphenoxy)vinyl)-5-methylthiophene Cl\C=C(/OC1=CC(=CC=C1)OC)\C=1SC(=CC1)C